[Cl-].OC1=C(C=C(C=C1)O)[N+]1=CC=C(C=C1)C N-(2',5'-dihydroxyphenyl)-4-methylpyridinium chloride